[Co](Cl)(Cl)Cl.C(=O)(O)C(CCCCCC)C1=NC=CN1C 1-carboxyheptyl-3-methylimidazole cobalt trichloride